C1NCC12CCN(CC2)C2=C(C=C(C=N2)C2C(NC(CC2)=O)=O)F 3-[6-(2,7-diazaspiro[3.5]nonan-7-yl)-5-fluoro-3-pyridyl]piperidine-2,6-dione